8-[2-methoxy-4-(trifluoromethyl)phenyl]-N-[(3R)-1-methyl-3-piperidinyl]imidazo[1,2-d][1,2,4]triazin-5-amine formate salt C(=O)O.COC1=C(C=CC(=C1)C(F)(F)F)C=1C=2N(C(=NN1)N[C@H]1CN(CCC1)C)C=CN2